N-(7-chloro-5-isoquinolyl)-1,1-diphenylmethanimine ClC1=CC(=C2C=CN=CC2=C1)N=C(C1=CC=CC=C1)C1=CC=CC=C1